C1(CC1)N1C(=NC2=C(C=C(C=C2C1=O)F)\C(\C)=N\[S@](=O)C(C)(C)C)C1(CCOCC1)C (NE,R)-N-[1-[3-cyclopropyl-6-fluoro-2-(4-methyltetrahydropyran-4-yl)-4-oxo-quinazolin-8-yl]ethylidene]-2-methyl-propane-2-sulfinamide